COC(=O)C1=CC2=C(S1)C=C(C=C2)O 6-hydroxybenzo[b]thiophene-2-carboxylic acid methyl ester